BrC1=NC(=CC(=C1)C(=O)OC(C)(C)C)NC1CCC1 tert-Butyl 2-bromo-6-(cyclobutylamino)pyridine-4-carboxylate